(2R)-2-(2-methylphenyl)pyrrolidin CC1=C(C=CC=C1)[C@@H]1NCCC1